ClC1=C(C=CC=C1)N1C=2N(C3=C(C1=O)C=NC(=C3)NC3=CC=C(C=C3)N3CCN(CC3)C)CCN2 4-(2-Chlorophenyl)-8-((4-(4-methylpiperazin-1-yl)phenyl)amino)-2,4-dihydroimidazo[1,2-a]pyrido[3,4-e]pyrimidin-5(1H)-one